O1CC(C2=C1C=CC=C2)CB2O[C@]1([C@@H]3C([C@H](C[C@H]1O2)C3)(C)C)C (1S,2S,6R,8S)-4-(2,3-Dihydro-benzofuran-3-yl-methyl)-2,9,9-trimethyl-3,5-dioxa-4-bora-tricyclo[6.1.1.02,6]decane